3-{4-[(S-phenylsulfonimidoyl)methyl]phenyl}-5-(trifluoromethyl)-4,5-dihydro-1,2-oxazole C1(=CC=CC=C1)S(=O)(=N)CC1=CC=C(C=C1)C1=NOC(C1)C(F)(F)F